C(=O)(O)CN(CCNCC(=O)O)CC(=O)O N-[2-[bis(carboxymethyl)amino]ethyl]glycine